1-(1-propenylpiperidin-4-yl)-7-chloro-6-(3-hydroxynaphthalen-1-yl)-4-(2-isopropyl-6-methylphenyl)-1,4-dihydroquinoxaline-2,3-dione C(=CC)N1CCC(CC1)N1C(C(N(C2=CC(=C(C=C12)Cl)C1=CC(=CC2=CC=CC=C12)O)C1=C(C=CC=C1C)C(C)C)=O)=O